BrC=1C=C2C(=CN(C2=CC1)CCCCN1N=CC=C1)C#N 5-bromo-1-[4-(pyrazol-1-yl)butyl]indole-3-carbonitrile